C(CCCCCCCC)(=O)OCC(OC(CCCCCCCC)=O)COC(CCCCCCCC)=O Glycerol tripelargonate